(S)-2-(4-(6-((5-cyanofuran-2-yl)methoxy)pyridin-2-yl)-2,5-difluorobenzyl)-1-(oxetan-2-ylmethyl)-1H-benzo[d]imidazole-6-carboxylic acid C(#N)C1=CC=C(O1)COC1=CC=CC(=N1)C1=CC(=C(CC2=NC3=C(N2C[C@H]2OCC2)C=C(C=C3)C(=O)O)C=C1F)F